C(C)(C)(C)C1=C(C=C(C=C1)NC(C(C1CCC(CC1)(F)F)NC(=O)C1CNC(O1)=O)=O)F N-(2-((4-tert-butyl-3-fluorophenyl)amino)-1-(4,4-difluorocyclohexyl)-2-oxoethyl)-2-oxo-1,3-oxazolidine-5-carboxamide